C1(CC=CC=2C3=CC=CC=C3C=CC12)O (2H)-Phenanthrenol